methyl (S)-3-(5-bromopyridin-3-yl)-3-((tert-butoxycarbonyl)amino)propanoate BrC=1C=C(C=NC1)[C@H](CC(=O)OC)NC(=O)OC(C)(C)C